(1S,2R,3R,5R)-3-((S)-hydroxy(1,2,3,4-tetrahydroisoquinolin-8-yl)methyl)-5-(4-methyl-7H-pyrrolo[2,3-d]pyrimidin-7-yl)cyclopentane-1,2-diol O[C@@H]([C@@H]1[C@H]([C@H]([C@@H](C1)N1C=CC2=C1N=CN=C2C)O)O)C=2C=CC=C1CCNCC21